2-fluoro-4-(5-iodothiophen-2-yl)benzaldehyde FC1=C(C=O)C=CC(=C1)C=1SC(=CC1)I